BrC1=NC=C(C=N1)C1=NC=C(C(=N1)C)C(=O)OCC ethyl 2'-bromo-4-methyl-[2,5'-bipyrimidine]-5-carboxylate